methyl 2-(bromomethyl)-3-(tert-butyldimethylsilyloxy)-benzoate BrCC1=C(C(=O)OC)C=CC=C1O[Si](C)(C)C(C)(C)C